C(N)(=O)C1=CC(=NC2=C1N=CN=C2N[C@@H]2CN(C[C@H](C2)F)C(=O)OC(C)(C)C)C2=CC(=C(C(=C2)F)OCC2(CCOCC2)O)F tert-butyl (3S,5S)-3-[(8-carbamoyl-6-{3,5-difluoro-4-[(4-hydroxytetrahydropyran-4-yl) methoxy] phenyl} pyrido[3,2-d]pyrimidin-4-yl) amino]-5-fluoropiperidine-1-carboxylate